6-(4-(benzyloxy)-6-chloropyrazolo[1,5-a]pyridin-2-yl)-2-bromoimidazo[2,1-b][1,3,4]thiadiazole C(C1=CC=CC=C1)OC=1C=2N(C=C(C1)Cl)N=C(C2)C=2N=C1SC(=NN1C2)Br